CC1=C(C=CC(=C1)C)C1CC=2C=NN(C(C2CC1)=O)C1=NC=C(C=N1)N1CCOCC1 6-(2,4-Dimethylphenyl)-2-(5-morpholinopyrimidin-2-yl)-5,6,7,8-tetrahydrophthalazin-1(2H)-one